FC(S(=O)(=O)NC1=C(C=C(C=C1)B1OC(C(O1)(C)C)(C)C)OCC=1OC=CN1)F 1,1-difluoro-N-(2-(oxazol-2-ylmethoxy)-4-(4,4,5,5-tetramethyl-1,3,2-dioxaborolan-2-yl)phenyl)methane-sulfonamide